(aminomethyl)bicyclo[2.2.1]heptane NCC12CCC(CC1)C2